ClC1=CC2=C(N(C(N2C2CCNCC2)=O)CC2=NC=C(C=C2)C=2OC(=NN2)C(F)F)C=C1 5-chloro-1-((5-(5-(difluoromethyl)-1,3,4-oxadiazol-2-yl)pyridin-2-yl)methyl)-3-(piperidin-4-yl)-1,3-dihydro-2H-benzo[d]imidazol-2-one